Zirconium (IV) isopropoxid CC([O-])C.[Zr+4].CC([O-])C.CC([O-])C.CC([O-])C